N-((1-(4-(pentafluoro-lambda6-sulfanyl)phenyl)-1H-pyrazolo[4,3-b]pyridin-3-yl)methyl)acrylamide FS(C1=CC=C(C=C1)N1N=C(C2=NC=CC=C21)CNC(C=C)=O)(F)(F)(F)F